N-hydroxy-4-((4-((((1R,2S)-2-phenylcyclopropyl)amino)methyl)-1H-pyrazol-1-yl)methyl)benzamide hydrobromide Br.ONC(C1=CC=C(C=C1)CN1N=CC(=C1)CN[C@H]1[C@@H](C1)C1=CC=CC=C1)=O